2-((5-fluorobenzo[d]oxazol-2-yl)amino)-1-methyl-1H-benzo[d]imidazole-5-carboxylic acid FC=1C=CC2=C(N=C(O2)NC2=NC3=C(N2C)C=CC(=C3)C(=O)O)C1